COC(CCN1[C@@H](CN(C[C@@H]1C)C(=O)OC(C)(C)C)C)=O tert-butyl (3R,5S)-4-(3-methoxy-3-oxopropyl)-3,5-dimethylpiperazine-1-carboxylate